N[C@@H]1CN(CC[C@H]1F)C1=NC2=C(N1CC(=O)N1CC(CCC1)O)C=C(C(=C2)F)F 2-(2-((3R,4R)-3-Amino-4-fluoropiperidin-1-yl)-5,6-difluoro-1H-benzo[d]imidazol-1-yl)-1-(3-hydroxypiperidin-1-yl)ethanon